N1C=CC2=CC(=CC=C12)NC=1N=CC=C2C=CC=NC12 N-(1H-indol-5-yl)-1,7-naphthyridin-8-amine